N1[C@H](CCC1)CCNC(O[C@H]1[C@H](NC[C@@H]1O)CC1=CC=C(C=C1)C1=CC=C(C=C1)S(F)(F)(F)(F)F)=O (2R,3S,4S)-4-hydroxy-2-{[4'-(pentafluoro-lambda6-sulfanyl)-[1,1'-biphenyl]-4-yl]methyl}pyrrolidin-3-yl N-{2-[(2R)-pyrrolidin-2-yl]ethyl}carbamate